CC1=NC=CC(=C1)C1=CC=C(CNC=2N=CC=C3C=C(N=CC23)N2CCN(CC2)CC#N)C=C1 2-(4-(8-(4-(2-methylpyridin-4-yl)benzylamino)-2,7-naphthyridin-3-yl)piperazin-1-yl)acetonitrile